ClC=1C(=CC=C2N=CC=NC12)OC=1C=CC2=C(N(C(=N2)C)COCC[Si](C)(C)C)C1 8-chloro-7-((2-methyl-1-((2-(trimethylsilyl)ethoxy)methyl)-1H-benzo[d]Imidazol-6-yl)oxy)quinoxaline